2-azaspiro[3.3]heptan-6-one TFA salt OC(=O)C(F)(F)F.C1NCC12CC(C2)=O